C(C)(C)(C)OC(=O)N[C@@H]1[C@@H](CCCC1)N (1S,2R)-N-tert-butyloxycarbonyl-1,2-cyclohexanediamine